C(C)C(C=O)=CCCCC 2-ethyl-heptenal